2-chloro-4-methoxy-5-(2,2,2-trifluoroethyl)-8-vinyl-pyrimido[5,4-b]indole ClC=1N=C(C=2N(C=3C=CC(=CC3C2N1)C=C)CC(F)(F)F)OC